2-(2-((3R,4R)-3-amino-4-fluoropiperidin-1-yl)-5,6-difluoro-1H-benzo[d]imidazol-1-yl)-N-(1,1-dioxido-2,3-dihydrothiophen-3-yl)-N-phenylacetamide N[C@@H]1CN(CC[C@H]1F)C1=NC2=C(N1CC(=O)N(C1=CC=CC=C1)C1CS(C=C1)(=O)=O)C=C(C(=C2)F)F